(E)-4-chloro-N-(4-(8-(4,6-dichloro-1-methyl-1H-benzo[d]imidazol-5-yl)indolizine-3-carbonyl)-2,6-difluorophenyl)but-2-enamide ClC/C=C/C(=O)NC1=C(C=C(C=C1F)C(=O)C1=CC=C2C(=CC=CN12)C1=C(C2=C(N(C=N2)C)C=C1Cl)Cl)F